(4-((9,9-dimethyl-9H-fluoren-2-yl)(4-phenylnaphthalen-1-yl)amino)phenyl)boronic acid CC1(C2=CC=CC=C2C=2C=CC(=CC12)N(C1=CC=C(C=C1)B(O)O)C1=CC=C(C2=CC=CC=C12)C1=CC=CC=C1)C